tert-butyl (R)-(1-(2,2-dimethyl-4,6-dioxo-1,3-dioxan-5-yl)-3-phenylpropan-2-yl)carbamate CC1(OC(C(C(O1)=O)C[C@H](CC1=CC=CC=C1)NC(OC(C)(C)C)=O)=O)C